2-((3-(2,6-dioxopiperidin-3-yl)-1-methyl-1H-indazol-6-yl)oxy)-N-(1-isopropyl-1H-pyrazol-4-yl)acetamide O=C1NC(CCC1C1=NN(C2=CC(=CC=C12)OCC(=O)NC=1C=NN(C1)C(C)C)C)=O